(R,E)-N-(1-(4-bromo-3-(thiophen-2-yl)phenyl)ethylidene)-2-methylpropane-2-sulfinamide BrC1=C(C=C(C=C1)\C(\C)=N\[S@](=O)C(C)(C)C)C=1SC=CC1